5-chloro-3-(2-(4-(2,4-dimethylphenyl)piperazin-1-yl)-2-oxoethyl)-1H-indole-2-carboxylic acid ClC=1C=C2C(=C(NC2=CC1)C(=O)O)CC(=O)N1CCN(CC1)C1=C(C=C(C=C1)C)C